C1(CC1)N1C(=NC2=C1C=C(C=C2F)C2=NC(=NC=C2F)NC2=NC=1CCN(CC1C=C2)CCN(C)C)C N-(4-(1-cyclopropyl-4-fluoro-2-methyl-1H-benzoimidazol-6-yl)-5-fluoropyrimidin-2-yl)-6-(2-(dimethylamino)ethyl)-5,6,7,8-tetrahydro-1,6-naphthyridin-2-amine